2-Methylquinoline-6-carboxamide CC1=NC2=CC=C(C=C2C=C1)C(=O)N